C(C1=CN=CC=C1)NCC(=O)O N-nicotinyl-glycine